2,4-Dimethylcyclohex-3-ene CC1CCCC(=C1)C